ClC1=C(C=CC(=C1)Cl)N1N=CC(=C1N)C(=O)OCC ethyl 1-(2,4-dichlorophenyl)-5-amino-1H-pyrazole-4-carboxylate